1-methyl-N-[(3S)-1-methylpyrrolidin-3-yl]-1H-pyrazol-4-amine CN1N=CC(=C1)N[C@@H]1CN(CC1)C